NC=1C(=NC(=CC1C)C1=CC(=CC=C1)I)C(=O)OC methyl 3-amino-6-(3-iodophenyl)-4-methylpyridinecarboxylate